5-(4-bromophenyl)-1,3,4-oxadiazole-2-carboxylic acid ethyl ester C(C)OC(=O)C=1OC(=NN1)C1=CC=C(C=C1)Br